5-amino-8-(2,6-dimethyl-4-pyridinyl)-2-[1-(5-fluoro-2-pyridinyl)propyl]-7-phenyl-[1,2,4]triazolo[4,3-c]pyrimidin-3-one NC1=NC(=C(C=2N1C(N(N2)C(CC)C2=NC=C(C=C2)F)=O)C2=CC(=NC(=C2)C)C)C2=CC=CC=C2